4-Isopropylbenzene-1,3-diol C(C)(C)C1=C(C=C(C=C1)O)O